Methyl (S)-4-(2-oxo-3-(pyrrolidin-3-yl)-2,3-dihydro-1H-imidazo[4,5-b]pyridin-1-yl)benzoate hydrochloride Cl.O=C1N(C=2C(=NC=CC2)N1[C@@H]1CNCC1)C1=CC=C(C(=O)OC)C=C1